C1(=CC=CC2=CC=CC=C12)COC1=CC=C(C=C2C(N(C(S2)=S)CC(=O)O)=O)C=C1 {5-[4-(1-naphthylmethoxy)benzylidene]-4-oxo-2-thioxo-1,3-thiazolidin-3-yl}acetic acid